Di-butylsulfonium C(CCC)[SH+]CCCC